(R)-Pantothenat C(CCNC([C@H](O)C(C)(C)CO)=O)(=O)[O-]